BrC1=NC=C(N=C1)OC1=CC=C(C2=C1C1(CC1)CO2)C 2-bromo-5-(7-methylspiro[2H-benzofuran-3,1'-cyclopropane]-4-yl)oxy-pyrazine